tert-butyl ((3S,4R)-3-fluoro-1-(2-(6-((R)-3-fluoropyrrolidin-1-yl)pyridin-3-yl)benzo[d]thiazol-6-yl)piperidin-4-yl)carbamate F[C@H]1CN(CC[C@H]1NC(OC(C)(C)C)=O)C1=CC2=C(N=C(S2)C=2C=NC(=CC2)N2C[C@@H](CC2)F)C=C1